Ethyl 3-(1,4-dimethyl-1H-benzotriazol-5-yl)-3-{7-[(7'-hydroxy-3'H-spiro[cyclopropane-1,2'-pyrido[2,3-f][1,4]oxazepin]-4'(5'H)-yl)methyl]-1-benzothiophen-5-yl}propanoate CN1N=NC2=C1C=CC(=C2C)C(CC(=O)OCC)C=2C=C(C1=C(C=CS1)C2)CN2CC1(OC3=C(C2)N=C(C=C3)O)CC1